Cl.N[C@H](CC(C)C)C(=O)OC methyl D-leucinate hydrochloride